C(CCCCCCCCCCCCCCCCC)N1C=C(C(C=C1)=O)OC1OCCCC1 N-octadecyl-3-tetrahydropyranyloxypyridin-4-one